[N+](=O)([O-])C1=CC=C(C=C1)Cl para-Nitro-chlorobenzene